C(C)(C)(C)OC(=O)N1CC(C1)N1CC=2N(N=CC2C1)C(C(=O)NC1=C(C=C(C=C1)C(F)(F)F)C1CC1)(C)C 3-(1-(1-((2-cyclopropyl-4-(trifluoromethyl)phenyl)amino)-2-methyl-1-oxopropan-2-yl)-4,6-dihydropyrrolo[3,4-c]pyrazole-5(1H)-yl)azetidine-1-carboxylic acid tert-butyl ester